ClC1=CC(=NN=N1)Cl dichloro-triazine